N[C@H](C)C1CCN(CC1)C(=O)OC(C)(C)C tert-butyl (R)-4-(1-aminoethyl)piperidine-1-carboxylate